C1(=CC=CC2=CC3=CC=CC=C3C=C12)C=1C(=CC=C2C=C3C=CC=CC3=CC12)C=1C(=CC=C2C=C3C=CC=CC3=CC12)C1=CC=CC2=CC3=CC=CC=C3C=C12 quateranthracenyl